COC=1C2=C(N=C(N1)NC1CC(C1)(C(=O)N(C)C)C)NC=C2C=2C=CC1=C(N(N=N1)C)C2 (1s,3s)-3-((4-methoxy-5-(1-methyl-1H-benzo[d][1,2,3]triazol-6-yl)-7H-pyrrolo[2,3-d]pyrimidin-2-yl)amino)-N,N,1-trimethylcyclobutane-1-carboxamide